N-(benzo[d]thiazol-5-ylmethyl)-4-(2-(3-fluoro-4-methylphenyl)-2H-pyrazolo[3,4-d]pyrimidin-4-yl)piperazine-2-carboxamide S1C=NC2=C1C=CC(=C2)CNC(=O)C2NCCN(C2)C=2C=1C(N=CN2)=NN(C1)C1=CC(=C(C=C1)C)F